2,2,2-trifluoro-N-methylacetamide FC(C(=O)NC)(F)F